BrC1=C2N=CC=NC2=CC=C1NC=1NCCN1 (5-Bromo-quinoxalin-6-yl)-(4,5-dihydro-1H-imidazol-2-yl)-amine